3-((4-(docosyloxy)phenyl)sulfonyl)-4-(4-(4-(1-ethylpiperidin-4-yl)piperazin-1-yl)piperidin-1-yl)-6-methoxyquinoline C(CCCCCCCCCCCCCCCCCCCCC)OC1=CC=C(C=C1)S(=O)(=O)C=1C=NC2=CC=C(C=C2C1N1CCC(CC1)N1CCN(CC1)C1CCN(CC1)CC)OC